4-bromo-5,7,8,8-tetramethyl-5-phenyl-3-vinyl-9,10-dihydropyrido[2,3-b][1,6]naphthyridin-6-one BrC1=C(C=NC=2NC=3CC(N(C(C3C(C21)(C2=CC=CC=C2)C)=O)C)(C)C)C=C